8-bromo-6-nitroquinolin-2(1H)-one BrC=1C=C(C=C2C=CC(NC12)=O)[N+](=O)[O-]